6-(trifluoromethoxy)-1,2,3,4-tetrahydroquinoline FC(OC=1C=C2CCCNC2=CC1)(F)F